C1(CCC1)N1C(=NC2=C1C=C(C=C2)C=2N=NNN2)C=2N(C(C(=C(N2)C(=O)NC=2C=NOC2)OCC)=O)C 2-[1-cyclobutyl-6-(2H-1,2,3,4-tetrazol-5-yl)-1H-1,3-benzodiazol-2-yl]-5-ethoxy-1-methyl-N-(1,2-oxazol-4-yl)-6-oxo-1,6-dihydropyrimidine-4-carboxamide